5-Fluoro-3-(thiazol-2-yl)picolinic acid FC=1C=C(C(=NC1)C(=O)O)C=1SC=CN1